C(CC)S(=O)(=O)NC1CCN(CC1)N1C=NC=2C1=C1C(=NC2)N(C=C1)S(=O)(=O)C1=CC=C(C)C=C1 1-(4-(propylsulfonamido)piperidin-1-yl)-6-p-toluenesulfonyl-1,6-dihydroimidazo[4,5-d]pyrrolo[2,3-b]pyridine